N(C1=CC=CC=C1)C1=CC(=CC=2OC3=CC(=CC=C3C3(C12)OC(=O)C1=CC=CC=C13)N(CCC(C)C)CC)C anilino-6'-(N-ethyl-N-isopentylamino)-3'-methyl-spiro[phthalide-3,9'-xanthene]